NC=1C2=C(N=CN1)N(C=C2C=2C(=C(C=CC2)NS(=O)(=O)C2=C(C=C(C(=C2)C)OC)F)F)C N-[3-(4-amino-7-methyl-7H-pyrrolo[2,3-d]pyrimidin-5-yl)-2-fluoro-phenyl]-2-fluoro-4-methoxy-5-methyl-benzenesulfonamide